The molecule is a 3-oxo monocarboxylic acid anion and a hydroxy monocarboxylic acid anion. It has a role as a Saccharomyces cerevisiae metabolite. It derives from a butyrate. It is a conjugate base of a (S)-2-acetyl-2-hydroxybutanoic acid. CC[C@](C(=O)C)(C(=O)[O-])O